O1CNC(C1)S(=O)(=O)NC(=O)C1=NC=CC=C1 N-(oxazolidine-4-sulfonyl)pyridine-2-carboxamide